2,4-dihydroxy-5-isopropyl-benzoic acid OC1=C(C(=O)O)C=C(C(=C1)O)C(C)C